5-bromo-2-fluoro-4-(trifluoromethyl)aniline BrC=1C(=CC(=C(N)C1)F)C(F)(F)F